ClC1=C(C=CC=C1F)C1CCN(CC1)C(=O)C1=NNC=2CN(CCC21)C(=O)OC methyl 3-(4-(2-chloro-3-fluorophenyl) piperidine-1-carbonyl)-4,5-dihydro-1H-pyrazolo[3,4-c]pyridine-6(7H)-carboxylate